N-[3-chloro-4-[4-[(2S,4R)-4-hydroxypyrrolidine-2-carbonyl]piperazine-1-carbonyl]phenyl]-5-[4-(cyanomethoxy)-2,3-difluoro-phenyl]-1-methyl-imidazole-2-carboxamide ClC=1C=C(C=CC1C(=O)N1CCN(CC1)C(=O)[C@H]1NC[C@@H](C1)O)NC(=O)C=1N(C(=CN1)C1=C(C(=C(C=C1)OCC#N)F)F)C